C(C)(=O)OCCC1CC2(C1)CC(C2)NC(=O)C=2C=C(C=C1C=NN(C21)CC=2C=NC(=NC2)C2=CC(=CC(=C2)OC)F)Cl (Ra)-2-(6-(5-chloro-1-((2-(3-fluoro-5-methoxyphenyl)pyrimidin-5-yl)methyl)-1H-indazole-7-Carboxamido)spiro[3.3]heptan-2-yl)ethyl acetate